C(CCC(=O)[O-])C[C@H](CCS)S The molecule is a dihydrolipoate that is the conjugate base of (R)-dihydrolipoic acid, obtained by deprotonation of the carboxy group; major species at pH 7.3. It is a conjugate base of a (R)-dihydrolipoic acid.